3-[5-(difluoromethoxy)-1-methyl-3-(trifluoromethyl)pyrazol-4-ylmethylsulfonyl]-4,5-dihydro-5,5-dimethyl-1,2-oxazole FC(OC1=C(C(=NN1C)C(F)(F)F)CS(=O)(=O)C1=NOC(C1)(C)C)F